3,4,5-trifluorobenzyl chloride FC=1C=C(CCl)C=C(C1F)F